1-((4AR,6R,7aS)-2-(3,5-dimethylphenyl)tetrahydro-4H-furo[3,2-d][1,3]dioxin-6-yl)-5-fluoropyrimidine-2,4(1H,3H)-dione CC=1C=C(C=C(C1)C)C1OC[C@@H]2[C@@H](O1)C[C@@H](O2)N2C(NC(C(=C2)F)=O)=O